ClC1=NC(=CC=C1C(=O)OC)N1C=NC2=C1C=C(C(=C2)OC)OC Methyl 2-chloro-6-(5,6-dimethoxybenzimidazol-1-yl)pyridine-3-carboxylate